α-(4-nitro-2-trifluoromethylbenzenesulfonyloxyimino)phenylacetonitrile [N+](=O)([O-])C1=CC(=C(C=C1)S(=O)(=O)ON=C(C#N)C1=CC=CC=C1)C(F)(F)F